N-(3-fluoro-5-(3-(4-(trifluoromethyl)phenoxy)pyrazin-2-yl)pyridin-2-yl)methanesulfonamide FC=1C(=NC=C(C1)C1=NC=CN=C1OC1=CC=C(C=C1)C(F)(F)F)NS(=O)(=O)C